Tert-butyl N-[(3R)-1-[4-[4-[6-chloro-4-[difluoro-(4-oxocyclohexyl)methyl]-2-pyridyl]piperazin-1-yl]sulfonylphenyl]-5-oxo-pyrrolidin-3-yl]carbamate ClC1=CC(=CC(=N1)N1CCN(CC1)S(=O)(=O)C1=CC=C(C=C1)N1C[C@@H](CC1=O)NC(OC(C)(C)C)=O)C(C1CCC(CC1)=O)(F)F